2-[(2-bromo-4-chlorophenoxy)methyl]oxolane BrC1=C(OCC2OCCC2)C=CC(=C1)Cl